N1C(C(C2=CC=CC=C12)=O)=O indoldione